C(=O)(OCC1=CC=CC=C1)NC1=CC(=C(C=C1)N1CCOCC1)F N-Cbz-3-fluoro-4-morpholinyl-aniline